N-{2-methoxy-5-[2-(methylamino)quinolin-7-yl]phenyl}prop-2-enamide COC1=C(C=C(C=C1)C1=CC=C2C=CC(=NC2=C1)NC)NC(C=C)=O